ClC1=C(C=C2C=C(N=CC2=C1)NC(=O)[C@@H]1CC12CCOCC2)N2CCN(CC2)[C@@]2(COC[C@]2(C)O)C |o1:14,28,32| (R) or (S)-N-(7-chloro-6-((3R,4R) or (3S,4S)-4-(4-hydroxy-3,4-dimethyltetrahydrofuran-3-yl)piperazin-1-yl)isoquinolin-3-yl)-6-oxaspiro[2.5]octane-1-carboxamide